C(C)(C)(C)OC(=O)N[C@H](C(=O)OC(C)(C)C)CCS(=O)(=N)CCC(C(F)(F)F)(C1=CC=C(C=C1)NS(=O)(=O)C1=CC=CC=C1)O tert-butyl (2s)-2-((tert-butoxycarbonyl)amino)-4-(4,4,4-trifluoro-3-hydroxy-3-(4-(phenylsulfonamido)phenyl)butylsulfonimidoyl)butanoate